COC(\C(=C/C(=O)OC)\NC1=C(C=C(C=C1)OCC1=CC=CC=C1)F)=O ((4-(phenylmethyloxy)-2-fluorophenyl)amino)maleic acid dimethyl ester